C(CC)NC=1C2=C(N=C(N1)C1=CNC=3N=CN=CC31)C=NC=C2 N-propyl-2-{7H-pyrrolo[2,3-d]pyrimidin-5-yl}pyrido[3,4-d]pyrimidin-4-amine